ClC=1N=C(C2=C(N1)C(=CS2)N2CC(CC2)O)N2[C@@H](COCC2)C 1-(2-chloro-4-((R)-3-methylmorpholinyl)thieno[3,2-d]pyrimidin-7-yl)pyrrolidin-3-ol